NC1=CC(=NO1)C1CCN(CC1)C(=O)C1=CC=C(C=C1)Cl (4-(5-aminoisoxazol-3-yl)piperidin-1-yl)(4-chlorophenyl)methanone